OCC1C(CC(N(C1)C(=O)OC(C)(C)C)C)C1=CC=C(C=C1)OC (+/-)-1-tert-Butyl trans,cis-5-(Hydroxymethyl)-4-(4-methoxyphenyl)-2-methylpiperidine-carboxylate